N-Boc-L-norleucine C(=O)(OC(C)(C)C)N[C@@H](CCCC)C(=O)O